9-biphenyl-4-yl-3,4-dihydropyrido[2,1-c][1,2,4]thiadiazine 2,2-dioxide C1(=CC=C(C=C1)C1=CC=CN2C1=NS(CC2)(=O)=O)C2=CC=CC=C2